BrC1=CC(=C2C(=CN=NC2=C1)NCC1=C(C=C(C=C1)OC)OC)C 7-bromo-N-[(2,4-dimethoxyphenyl)methyl]-5-methylcinnolin-4-amine